ClC=1C=C2C(=CNC2=CC1)C(=O)N=[N+]=[N-] 5-chloro-1H-indole-3-carbonyl azide